CCCCC(CCCC)C1=CC(=NC=C1)C1=NC=CC(=C1)C(CCCC)CCCC 4,4'-bis(5-nonyl)-2,2'-bipyridine